difluoromethylthiazolamide FC(F)C=1N=C(SC1)C(=O)N